3-methyl-1,1-dioxo-tetrahydro-1λ6-thiophen CC1CS(CC1)(=O)=O